C(C)OC1(CCN(CC1)C(=O)[O-])OCC 4,4-diethoxypiperidine-1-carboxylate